BrC=1C2=C(C=NC1OC)N=NN2C 7-bromo-6-methoxy-1-methyl-[1,2,3]triazolo[4,5-c]pyridine